L-2-hydroxyethylamine OCCN